6-(2-chloro-5-cyclopropylpyrimidin-4-yl)-2-[2-oxo-2-(1,2,3,4-tetrahydroisoquinolin-2-yl)ethyl]-2,3-dihydro-1H-isoindol-1-one ClC1=NC=C(C(=N1)C1=CC=C2CN(C(C2=C1)=O)CC(N1CC2=CC=CC=C2CC1)=O)C1CC1